5',6'-bis(3-(4-(9H-carbazol-9-yl)phenyl)-9H-carbazol-9-yl)-2,2'',6,6''-tetramethyl-3'-(6-phenylpyridin-2-yl)-[1,1':4',1''-terphenyl]-2'-carbonitrile C1=CC=CC=2C3=CC=CC=C3N(C12)C1=CC=C(C=C1)C=1C=CC=2N(C3=CC=CC=C3C2C1)C1=C(C(=C(C(=C1N1C2=CC=CC=C2C=2C=C(C=CC12)C1=CC=C(C=C1)N1C2=CC=CC=C2C=2C=CC=CC12)C1=C(C=CC=C1C)C)C#N)C1=NC(=CC=C1)C1=CC=CC=C1)C1=C(C=CC=C1C)C